N-(3-chloro-2,6-dimethylphenyl)-2-methylpyrimidin-4-amine ClC=1C(=C(C(=CC1)C)NC1=NC(=NC=C1)C)C